C(C1=CC=CC=C1)N1C[C@@H](N(CC1)C1=CC=C(C=C1)OC)C(=O)O |r| (+/-)-4-Benzyl-1-(4-methoxyphenyl)piperazine-2-carboxylic acid